Cl.N1CC(C1)N1CCOCC1 4-(azetidin-3-yl)morpholine hydrochloride